C(C)(C)(C)OC(=O)N1[C@H]([C@@H](C(C1)(F)F)OS(=O)(=O)C(F)(F)F)CC=1C(=C(C=CC1)C1=CC(=CC=C1)F)F |r| rac-(2s,3s)-2-[(2,3'-difluoro[1,1'-biphenyl]-3-yl)methyl]-4,4-difluoro-3-[(trifluoromethylsulfonyl)oxy]pyrrolidine-1-carboxylic acid tert-butyl ester